(4-(5,5-dimethyl-1,3,2-dioxaborolan-2-yl)-5-fluoro-6-methylbenzo[b]thiophen-2-yl)carbamic acid tert-butyl ester C(C)(C)(C)OC(NC1=CC2=C(S1)C=C(C(=C2B2OC(CO2)(C)C)F)C)=O